ClC=1C=CC(=C(C1)NC(=O)N1C2CN(CC1C2)CC2=NC1=CC=CC=C1C(N2)=O)C N-(5-chloro-2-methylphenyl)-3-((4-oxo-3,4-dihydroquinazolin-2-yl)methyl)-3,6-diazabicyclo[3.1.1]heptane-6-carboxamide